(rac)-3-(Benzyloxy)-6-(2-methyl-4-(trifluoromethyl)-6-((2-(trimethylsilyl)ethoxy)-methoxy)phenyl)pyrazin-2-amine C(C1=CC=CC=C1)OC=1C(=NC(=CN1)C1=C(C=C(C=C1OCOCC[Si](C)(C)C)C(F)(F)F)C)N